OC1=C(C=C(C=C1)C1OCC(CO1)(C=O)C)OC 2-(4-hydroxy-3-methoxyphenyl)-5-methyl-1,3-dioxane-5-carbaldehyde